C(C1=CC=CC=C1)C(C(=O)C1=CC=C(C=C1)N1CCOCC1)(CC)N(C)C 2-benzyl-2-dimethylamino-1-(4-(N-morpholinyl)phenyl)-butan-1-one